2-(2-(difluoromethyl)-4-fluorophenyl)-4,4,5,5-tetramethyl-1,3,2-dioxaborolane FC(C1=C(C=CC(=C1)F)B1OC(C(O1)(C)C)(C)C)F